3-(methacrylamido)propyl-trimethoxysilane C(C(=C)C)(=O)NCCC[Si](OC)(OC)OC